(R)-1-(1-(1-(2-Cyanophenyl)piperidin-4-yl)-2-hydroxyethyl)-3-(2-ethynylthiazol-4-yl)urea C(#N)C1=C(C=CC=C1)N1CCC(CC1)[C@H](CO)NC(=O)NC=1N=C(SC1)C#C